(5S)-2-(cyclopropanecarbonylamino)-N-(cyclopropylmethyl)-5-[3-[[(3S*)-1,1-dioxothiolan-3-yl]amino]-1,2,4-triazol-4-yl]-4,5,6,7-tetrahydrobenzothiophene-3-carboxamide C1(CC1)C(=O)NC=1SC2=C(C1C(=O)NCC1CC1)C[C@H](CC2)N2C(=NN=C2)N[C@@H]2CS(CC2)(=O)=O |o1:28|